1-isopropyl-3-methyl-8-(6-(((1-methylpyrrolidin-2-yl)methoxy)methyl)pyridin-3-yl)-1H-imidazo[4,5-c]cinnolin-2(3H)-one C(C)(C)N1C(N(C=2N=NC=3C=CC(=CC3C21)C=2C=NC(=CC2)COCC2N(CCC2)C)C)=O